O=C1C=C(N=CN1)C(=O)O 1,6-DIHYDRO-6-OXOPYRIMIDINE-4-CARBOXYLIC ACID